[4-(5-chloro-[1,3]oxazolo[4,5-b]pyridin-2-yl)piperazin-1-yl]-[4-(7,7-difluoro-2-azaspiro[3.3]heptan-2-yl)phenyl]methanone ClC1=CC=C2C(=N1)N=C(O2)N2CCN(CC2)C(=O)C2=CC=C(C=C2)N2CC1(C2)CCC1(F)F